COC1=CC=C(CNC2=NC=3C=CC(=CC3C3=C2CCO3)C(=O)O)C=C1 4-((4-methoxybenzyl)amino)-2,3-dihydrofuro[3,2-c]quinoline-8-carboxylic acid